O1CCC(CC1)NC1=CC=C(C=C1)C1NC2=CC=CC=C2CC1C(=O)N 2-(4-((tetrahydro-2H-pyran-4-yl)amino)phenyl)-1,2,3,4-tetrahydroquinoline-3-carboxamide